magnesium para-aminosalicylate NC=1C=C(C(C(=O)[O-])=CC1)O.[Mg+2].NC=1C=C(C(C(=O)[O-])=CC1)O